(cyclopentyl-(phenyl)methyl)malononitrile C1(CCCC1)C(C1=CC=CC=C1)C(C#N)C#N